OC1=C(C(=O)O)C=CC=C1.C1(CC1)N1C=C(C(C2=CC(=C(C(=C12)F)C=1C=C2CCN(C2=CC1)CC=1C(=NC(=NC1)N)N)F)=O)C(=O)OCC Ethyl 1-cyclopropyl-7-(1-((2,4-diaminopyrimidin-5-yl)methyl)indolin-5-yl)-6,8-difluoro-4-oxo-1,4-dihydroquinoline-3-carboxylate 2-hydroxybenzoate